glycine-2,2-d2 [2H]C([2H])(C(=O)O)N